CN1CCN(CC1)C1=CC(=C(N)C=C1)OCC(F)(F)F 4-(4-methylpiperazin-1-yl)-2-(2,2,2-trifluoroethoxy)aniline